C(C=CCCCCCCCCCCC(=O)O)(=O)O 1,14-tetradecendioic acid